OC(=O)C(F)(F)F.C(CCC)N1C(C2=CN=CC=C2C(=C1)C1=CC(=C(C=C1)OC1CCNCC1)F)=O 2-butyl-4-(3-fluoro-4-(piperidin-4-yloxy)phenyl)-2,7-naphthyridin-1(2H)-one TFA salt